C(=O)O.N1C[C@H](CCC1)C1=C(C(=NC(=N1)N)C1=CNC2=NC(=CC=C21)C2COCC2)C(F)(F)F ((S)-piperidin-3-yl)-4-(6-(tetrahydrofuran-3-yl)-1H-pyrrolo[2,3-b]pyridin-3-yl)-5-(trifluoromethyl)pyrimidin-2-amine formate salt